methyl-4-((7-(3-(4-carbamoyl-piperidin-1-yl)-2-hydroxypropoxy)-4-methyl-2-oxo-2H-chromen-3-yl)methyl)benzoic acid methyl ester COC(C1=C(C=C(C=C1)CC=1C(OC2=CC(=CC=C2C1C)OCC(CN1CCC(CC1)C(N)=O)O)=O)C)=O